N1=CN=CC2=CC=C(C=C12)C#N quinazoline-7-carbonitrile